monoglyceryl monocaprylate C(CCCCCCC)(=O)OCC(O)CO